N-{(5R)-8-chloro-1-[trans-4-(pyridin-2-yloxy)cyclohexyl]-5,6-dihydro-4H-[1,2,4]triazolo[4,3-a][1]benzazepin-5-yl}-D-valinamide ClC=1C=CC2=C(C[C@H](CC=3N2C(=NN3)[C@@H]3CC[C@H](CC3)OC3=NC=CC=C3)NC([C@H](N)C(C)C)=O)C1